ClC1=CC=C(C(=N1)C(=O)N)O[C@H](C)C=1C=C(C=C2C(C(=C(OC12)C1=COC2=C1C=NC=C2)C)=O)C 6-Chloro-3-[(1R)-1-(2-furo[3,2-c]pyridin-3-yl-3,6-dimethyl-4-oxo-chromen-8-yl)ethoxy]pyridine-2-carboxamide